N[C@H]1CN(CC1)C=1C=2CCCCC2N=C2C=CC(=CC12)C1=CC(=NC=C1)NC1=CC=C(C=C1)S(=O)(=O)N1CCOCC1 (R)-4-(9-(3-Aminopyrrolidin-1-yl)-5,6,7,8-tetrahydroacridin-2-yl)-N-(4-(morpholinosulfonyl)phenyl)pyridin-2-amine